tert-butyl 6-(3-(methoxy(methyl)amino)-3-oxopropyl)-1-methyl-3,4-dihydroisoquinoline-2(1H)-carboxylate CON(C(CCC=1C=C2CCN(C(C2=CC1)C)C(=O)OC(C)(C)C)=O)C